NC1=NC(=C(C=2N1C(N(N2)CC2=NC=C(C=C2)Cl)=O)C2=CC(=NC(=C2)C)CO)C2=CC=C(C=C2)F 5-amino-2-[(5-chloro-2-pyridinyl)methyl]-7-(4-fluorophenyl)-8-[2-(hydroxymethyl)-6-methyl-4-pyridinyl]-[1,2,4]triazolo[4,3-c]pyrimidin-3-one